4-cyanopentanoic acid dithiobenzoate C(C1=CC=CC=C1)(=S)S.C(#N)C(CCC(=O)O)C